Cl.OC1=C(N(C=CC1=O)C1=CC=C(C=C1)OCCCN1CCOCC1)C 3-hydroxy-2-methyl-1-(4-(3-morpholinopropoxy)phenyl)pyridin-4(1H)-one hydrochloride